(2-quinoxalinyl)-L-alanine N1=C(C=NC2=CC=CC=C12)N[C@@H](C)C(=O)O